methyl 6-amino-2,3-dimethylpyridine-4-carboxylate NC1=CC(=C(C(=N1)C)C)C(=O)OC